Cl.O1C(CNC2=C1C=CC=C2)C(=O)O 3,4-dihydro-2H-benzo[1,4]oxazine-2-carboxylic acid hydrochloride